CC1=CC=C(C=C1)S(=O)(=O)[O-].C(C)#N.C(C)#N.[Pd+2].CC1=CC=C(C=C1)S(=O)(=O)[O-] palladium (II) bis(acetonitrile) p-toluenesulfonate